11-((N-(2-Hexyldecanoyl)-N-methylglycyl)oxy)-6-((2-hydroxyethyl)(methyl)amino)-undecyl 2-hexyldecanoate C(CCCCC)C(C(=O)OCCCCCC(CCCCCOC(CN(C)C(C(CCCCCCCC)CCCCCC)=O)=O)N(C)CCO)CCCCCCCC